6-bromo-2-(4-(trifluoromethyl)phenethyl)benzo[d]thiazole BrC1=CC2=C(N=C(S2)CCC2=CC=C(C=C2)C(F)(F)F)C=C1